OC(CN(CCCC(=O)OCCN1CCN(CC1)CCSSCCCN(CC(CCCCCCC(=O)OCC(CC)CC)O)CC(CCCCCCC(=O)OCC(CC)CC)O)CC(CCCCC(OCCC(C)C)=O)O)CCCCC(=O)OCCC(C)C Bis(2-ethylbutyl) 9,9'-((3-((2-(4-(2-((4-(bis(2-hydroxy-7-(isopentyloxy)-7-oxoheptyl)amino)-butanoyl)oxy)ethyl)piperazin-1-yl)ethyl)disulfaneyl)propyl)azanediyl)bis(8-hydroxynonanoate)